N-((3R,5S)-5-((1H-1,2,3-triazol-1-yl)methyl)pyrrolidin-3-yl)-3-(2-cyclopropyl-5-(trifluoromethoxy)phenyl)-1,2,4-oxadiazole-5-carboxamide TFA salt OC(=O)C(F)(F)F.N1(N=NC=C1)C[C@@H]1C[C@H](CN1)NC(=O)C1=NC(=NO1)C1=C(C=CC(=C1)OC(F)(F)F)C1CC1